6-(5-chloro-6-fluoro-7-(methylsulfanyl)-1-(tetrahydro-2H-pyran-2-yl)-1H-indazol-4-yl)imidazo[1,2-a]pyridin-2-amine ClC=1C(=C2C=NN(C2=C(C1F)SC)C1OCCCC1)C=1C=CC=2N(C1)C=C(N2)N